CC1(CC1)C=1C=C2C(=CC=NC2=CC1)C(=O)NCC(=O)OC(C)(C)C tert-Butyl (6-(1-methylcyclopropyl)quinoline-4-carbonyl)glycinate